(1S)-1-(4-bromophenyl)ethylamine BrC1=CC=C(C=C1)[C@H](C)N